4-(4-bromophenyl)piperidin-4-ol BrC1=CC=C(C=C1)C1(CCNCC1)O